NC1=CC=2C(=C3C(=NC2C=C1F)C1=CC2=C(C(N1C3)=O)COC([C@]2(O)CC)=O)CNC(C)=O (S)-N-((9-amino-4-ethyl-8-fluoro-4-hydroxy-3,14-dioxo-3,4,12,14-tetrahydro-1H-pyrano[3',4':6,7]indolizino[1,2-b]quinolin-11-yl)methyl)acetamide